BrCCCCN1C2=CC(=CC=C2C=2C=CC(=CC12)OC)OC 9-(4-bromobutyl)-2,7-dimethoxy-9H-carbazole